3-diethylamino-6-methyl-7-anilinofluoran CCN(CC)C1=CC2=C(C=C1)C3(C4=CC=CC=C4C(=O)O3)C5=C(O2)C=C(C(=C5)NC6=CC=CC=C6)C